2'-methoxy-5-methylcytidine CO[C@@]1([C@@H](O[C@@H]([C@H]1O)CO)N1C(=O)N=C(N)C(=C1)C)O